C1=C(C=CC2=CC=CC=C12)C1=CC=C(C=C1)C=1C=CC=2N(C3=CC=CC=C3C2C1)C1=CC=C(C=C1)C1=CC2=CC=CC=C2C=C1 3-[4-(2-naphthalenyl)phenyl]-9-[4-(2-naphthalenyl)phenyl]-9H-carbazole